2-(2-methanoyl-4,5-dimethyl-1H-pyrrol-1-yl)ethanol Ethyl-1-amino-3-(4,6-dimethylpyridin-2-yl)-4-(3-methoxy-2-methylphenyl)-1H-pyrrole-2-carboxylate C(C)C1=C(C(=C(N1N)C(=O)OCCN1C(=CC(=C1C)C)C=O)C1=NC(=CC(=C1)C)C)C1=C(C(=CC=C1)OC)C